1-((1-Ethyl-1H-imidazol-2-yl)sulfonyl)-1H-benzo[d][1,2,3]triazole C(C)N1C(=NC=C1)S(=O)(=O)N1N=NC2=C1C=CC=C2